O[C@@H](C(=O)O)[C@H](C(=O)O)O R-(R,R)-2,3-dihydroxysuccinic acid